CC1=C(OC=2CCC3=CN(N=C3C21)CC=2OC=CN2)C(=O)NC[C@H]2OCCC2 8-Methyl-2-[(1,3-oxazol-2-yl)methyl]-N-{[(2S)-oxolan-2-yl]methyl}-4,5-dihydro-2H-furo[2,3-g]indazole-7-carboxamide